8-Fluoro-6-(5-fluoro-2-((1-(methylsulfonyl)piperidin-4-yl)amino)pyrimidin-4-yl)quinolin FC=1C=C(C=C2C=CC=NC12)C1=NC(=NC=C1F)NC1CCN(CC1)S(=O)(=O)C